FC=1C=C(C=C(C1)F)C=1SC=C(N1)C[C@@H]1N(C[C@@H]([C@@H]1NS(=O)(=O)C)F)C(C(C)(C)O)=O |r| rac-N-[(2S,3R,4S)-2-{[2-(3,5-difluorophenyl)-1,3-thiazol-4-yl]methyl}-4-fluoro-1-(2-hydroxy-2-methylpropanoyl)-pyrrolidin-3-yl]methanesulfonamide